C12CN(CC2C1)C1=C(C=C(C=C1F)CN1N=CC(=C1)C(=O)OCC)C#N ethyl 1-[(4-{3-azabicyclo[3.1.0]hex-3-yl}-3-cyano-5-fluorophenyl) methyl]-1H-pyrazole-4-carboxylate